(Z)-2-(5-bromo-1H-indol-3-yl)-3-(4-(methylsulfanyl)pyridin-3-yl)acrylonitrile BrC=1C=C2C(=CNC2=CC1)/C(/C#N)=C/C=1C=NC=CC1SC